ClCCOC1=CC=CC=C1 p-(chloromethyl)methoxybenzene